BrCC1=CC=C(C=C1)C1=CC=C(C=C1)C(=O)OC methyl 4'-(bromomethyl)-[1,1'-biphenyl]-4-carboxylate